nickel iron manganese titanium salt [Ti].[Mn].[Fe].[Ni]